[1-13C]-leucine N[C@@H](CC(C)C)[13C](=O)O